COP(OC)(=O)CCC(=O)NCO [3-[(hydroxymethyl)amino]-3-oxo-propyl]-phosphonic acid dimethyl ester